C[C@@]1(CNCCC1)NC(OC(C)(C)C)=O tert-butyl N-[(3R)-3-methyl-3-piperidyl]carbamate